4-methyl-N-((2-(4-(1-methyl-1H-pyrazol-4-yl)piperazin-1-yl)-1,6-naphthyridin-7-yl)methyl)-3-(methylsulfonyl)benzamide CC1=C(C=C(C(=O)NCC2=NC=C3C=CC(=NC3=C2)N2CCN(CC2)C=2C=NN(C2)C)C=C1)S(=O)(=O)C